CN1CCC(CC1)OC1=C(C#N)C=CC(=C1)[N+](=O)[O-] 2-((1-methylpiperidin-4-yl)oxy)-4-nitrobenzonitrile